FC1=C(C(=CC=C1)C)N1CCC(CC1)N1C(N(C=2C(C1)=NN(C2)C)[C@H](C)C2=C(C=CC=C2)C(F)(F)F)=O |o1:24| 6-[1-(2-Fluoro-6-methyl-phenyl)-piperidin-4-yl]-2-methyl-4-[(R)- or (S)-1-(2-trifluoromethyl-phenyl)-ethyl]-2,4,6,7-tetrahydropyrazolo[4,3-d]pyrimidin-5-one